6-(4-aminopiperid-1-yl)-2-(4-cyano-3-fluorophenyl)-3-(6-fluoro-1-(2-hydroxyl-2-methylpropyl)-1H-indazol-5-yl)isonicotinonitrile NC1CCN(CC1)C=1N=C(C(=C(C#N)C1)C=1C=C2C=NN(C2=CC1F)CC(C)(C)O)C1=CC(=C(C=C1)C#N)F